Cl.N[C@H](C(=O)NC)CC1=C(C=CC=C1)C=1C=NC(=CC1)C1=CC=CC=C1 (S)-2-amino-N-methyl-3-(2-(6-phenylpyridin-3-yl)phenyl)propanamide hydrochloride